C(C)C(=S)C1=CC=C(C[C@H](N)C(=O)O)C=C1 p-ethylthiocarbonyl-L-phenylalanine